(4-isobutylcyclohexyl) cyclohexyl fumarate C(\C=C\C(=O)OC1CCCCC1)(=O)OC1CCC(CC1)CC(C)C